CC1=CC=C(C=C1)S(=O)(=O)OC(CCSCCC(=O)OC)CC1C(C1)CCCCCCCC methyl 3-({3-[(4-methylbenzene-1-sulfonyl)oxy]-4-(2-octylcyclopropyl)butyl}sulfanyl)propanoate